4-(1-(4-chlorophenyl)-1H-1,2,3-triazol-4-yl)piperidine dihydrochloride Cl.Cl.ClC1=CC=C(C=C1)N1N=NC(=C1)C1CCNCC1